C(N)(O[C@@H]1CN(CC(C1)(F)F)C(C)(C)C)=O (S)-tert-butyl-(5,5-difluoropiperidin-3-yl) carbamate